2-azabicyclo[3.1.1]heptane-4-one C12NCC(C(C1)C2)=O